C(C)OC(COC1=CC(=C(C(=O)OCCCC)C=C1)I)=O butyl 4-(2-ethoxy-2-oxoethoxy)-2-iodobenzoate